C(CCC(=O)OCC1=NC(=C(N=C1C)C)C)(=O)OC1=CC=2CNCCC2S1 4,5,6,7-tetrahydrothieno[3,2-c]Pyridin-2-yl ((3,5,6-trimethylpyrazin-2-yl) methyl) succinate